1-C-(2-acetamido-2-deoxy-3,4,6-tri-O-acetyl-beta-D-glucopyranosyl)-propan-2-one C(C)(=O)N[C@H]1[C@@H](O[C@@H]([C@H]([C@@H]1OC(C)=O)OC(C)=O)COC(C)=O)CC(C)=O